C(C1=CC=CC=C1)N(CC(=O)NCCC1=CC=C(C=C1)OC)S(=O)(=O)C1=CC(=C(C=C1)OC)OC N~2~-benzyl-N~2~-[(3,4-dimethoxyphenyl)sulfonyl]-N~1~-[2-(4-methoxyphenyl)ethyl]glycinamide